4-Chloro-7-(4-{4-[4-({4-[5-(2,4-dioxo-1,3-diazinan-1-yl)-1H-indol-1-yl]piperidin-1-yl}methyl)piperidin-1-yl]phenyl}piperidin-1-yl)-1H-indole-3-carbonitrile ClC1=C2C(=CNC2=C(C=C1)N1CCC(CC1)C1=CC=C(C=C1)N1CCC(CC1)CN1CCC(CC1)N1C=CC2=CC(=CC=C12)N1C(NC(CC1)=O)=O)C#N